4-((2,2-difluoroethyl)(4-(5,6,7,8-tetrahydro-1,8-naphthyridin-2-yl)butyl)amino)-2-((6-phenylpyrimidin-4-yl)amino)butanoic acid FC(CN(CCC(C(=O)O)NC1=NC=NC(=C1)C1=CC=CC=C1)CCCCC1=NC=2NCCCC2C=C1)F